(R)-8-fluoro-1-isopropyl-N,N-dimethyl-5,6-dihydro-4H-pyrrolo-[3,2,1-ij]quinolin-5-amine FC=1C=C2C[C@H](CN3C2=C(C1)C(=C3)C(C)C)N(C)C